N2-(3-(trifluoromethyl)phenyl)oxalamide FC(C=1C=C(C=CC1)NC(C(=O)N)=O)(F)F